CN1N=CC(=C1)C1OCCC(=C1)B1OC(C(O1)(C)C)(C)C methyl-4-(4-(4,4,5,5-tetramethyl-1,3,2-dioxaborolan-2-yl)-5,6-dihydro-2H-pyran-2-yl)-1H-pyrazole